ClC1=NN2C(C(=N1)NC1CCCC1)=CC=C2[C@H]2[C@@H]([C@@H]([C@H](O2)COCP(O)(O)=O)O)O [(2R,3S,4R,5S)-5-[2-chloro-4-(cyclopentyl-amino)pyrrolo[2,1-f]-[1,2,4]triazin-7-yl]-3,4-dihydroxy-tetrahydro-furan-2-yl]methoxy-methylphosphonic acid